ClC1=CC2=C(N(C(N=C2N2[C@H](CN(CC2)C(C=C)=O)C)=O)CC2=CC=C(C=C2)OC)N=C1C1=C(C=CC=C1O)F 6-chloro-7-(2-fluoro-6-hydroxyphenyl)-1-(4-methoxybenzyl)-4-((2S)-2-methyl-4-(2-propenoyl)-1-piperazinyl)pyrido[2,3-d]pyrimidin-2(1H)-one